1H,2H,3H,3aH,3bH,4H,6H,7H,8H,9H,9aH,9bH,10H,11H,11aH-cyclopenta[a]phenanthren C1CCC2C1CCC1C3CCCCC3=CCC21